FC(N1C(C=C(C(=C1)OC1=C(C=CC=C1C)C)C=1C2=C(C(N(C1)C)=O)NC=C2)=O)F 4-(1-(difluoromethyl)-5-(2,6-dimethylphenoxy)-2-oxo-1,2-dihydropyridin-4-yl)-6-methyl-1,6-dihydro-7H-pyrrolo[2,3-c]pyridin-7-one